C1(CC1)N1C=C(C(C2=CC(=C(C=C12)F)F)=O)CN(CC1=CC(=NC=C1)C)[C@@H]1CN(CCC1)C=1C=NC(=CC1)C1CC1 1-cyclopropyl-3-({[(3S)-1-(6-cyclopropylpyridin-3-yl)piperidin-3-yl][(2-methylpyridin-4-yl)methyl]amino}methyl)-6,7-difluoro-1,4-dihydroquinolin-4-one